(E)-N-(4-(1-(4-(4-(7-(2-(2,6-dioxopiperidin-3-yl)-1-oxoisoindoline-4-yl)hept-6-yn-1-yl)piperazin-1-yl)benzoyl)piperidin-4-yl)butyl)-3-(2-fluoropyridin-3-yl)acrylamide O=C1NC(CCC1N1C(C2=CC=CC(=C2C1)C#CCCCCCN1CCN(CC1)C1=CC=C(C(=O)N2CCC(CC2)CCCCNC(\C=C\C=2C(=NC=CC2)F)=O)C=C1)=O)=O